Cl.C(=O)C1=C(C=NC=C1)OCC1=NC=C(C(=O)O)C=C1 6-(((4-formylpyridin-3-yl)oxy)methyl)nicotinic acid hydrochloride